(S)-3-(1H-imidazol-4-yl)-2-((2-(2-methoxyethoxy)ethyl)amino)propanoic acid N1C=NC(=C1)C[C@@H](C(=O)O)NCCOCCOC